(4-((2S,5R)-4-(Bis(4-(difluoromethyl)phenyl)methyl)-2,5-dimethylpiperazin-1-yl)-1H-[1,2,4]triazolo[3,4-b]purin-1-yl)-N,N-dimethylethan-1-amine FC(C1=CC=C(C=C1)C(N1C[C@@H](N(C[C@H]1C)C=1C=2N=CN(C2N2C(N1)=NN=C2)C(C)N(C)C)C)C2=CC=C(C=C2)C(F)F)F